2-{[2-(benzyloxy)ethyl]oxy}-4-bromo-1-[(2-methoxyethyl)oxy]benzene C(C1=CC=CC=C1)OCCOC1=C(C=CC(=C1)Br)OCCOC